5-bromo-1-(2-methoxy-2-oxoethyl)-3-oxoisoindoline-2-carboxylic acid tert-butyl ester C(C)(C)(C)OC(=O)N1C(C2=CC=C(C=C2C1=O)Br)CC(=O)OC